C(C)OC(=O)C1(CC(C1)OCOC)C#N 1-cyano-3-(methoxymethoxy)cyclobutane-1-carboxylic acid ethyl ester